C(CCCCCCC)C=1C=CC=2NC3=CC=C(C=C3SC2C1)CCCCCCCC 3,7-Dioctylphenothiazin